C(=O)(O)C=1C=C(C=CC1C(=O)O)C(C(C(F)(F)F)(C1=CC(=C(C=C1)C(=O)O)C(=O)O)F)(F)F 3,2-bis(3,4-dicarboxyphenyl)hexafluoropropane